[4-methoxy-2-(trifluoromethyl)phenyl]boronic acid COC1=CC(=C(C=C1)B(O)O)C(F)(F)F